C(CCC)C(=O)OCCCC butyl butane-1-carboxylate